2-chloro-N-(5-chloro-6-(2H-1,2,3-triazol-2-yl)pyridin-3-yl)-6,7-dihydrospiro[cyclopenta[e]pyrazolo[1,5-a]pyrimidine-8,3'-oxetane]-6-carboxamide ClC1=NN2C(N=CC3=C2C2(COC2)CC3C(=O)NC=3C=NC(=C(C3)Cl)N3N=CC=N3)=C1